IC=1C=C(OC(CCN(C(OC(C)(C)C)=O)C)C2=CC=CC=C2)C=CC1 tert-Butyl (3-(3-iodophenoxy)-3-phenylpropyl)(methyl)carbamate